[N+](=O)([O-])C=1C=C(C=CC1)CN1CCN(CC1)CCS(=O)(=O)NC=1C=C2C=CC=NC2=CC1 2-{4-[(3-nitrophenyl)methyl]piperazin-1-yl}-N-(quinolin-6-yl)ethanesulfonamide